N-(4-(4-amino-1-isopropyl-7-((1r,4r)-4-morpholinocyclohexyl)-1H-pyrazolo[4,3-c]pyridin-3-yl)-2,5-difluorophenyl)-5-ethoxy-2-fluorobenzenesulfonamide NC1=NC=C(C2=C1C(=NN2C(C)C)C2=CC(=C(C=C2F)NS(=O)(=O)C2=C(C=CC(=C2)OCC)F)F)C2CCC(CC2)N2CCOCC2